C(C)N1CC(CCC1)NC=1C(N(C(=NN1)C1=C(C=C(C=C1)C(F)(F)F)O)C)=O 6-((1-Ethylpiperidin-3-yl)amino)-3-(2-hydroxy-4-(trifluoro-methyl)phenyl)-4-methyl-1,2,4-triazin-5(4H)-one